N=1C=CN2C=NC=3C=CC=CC3C21 Imidazo[1,2-c]Quinazoline